1,2,4-oxathiaphospholane-2,2,4-trioxide O1S(CP(C1)=O)(=O)=O